C1=CC=CC=2C3=C4C(=C5C(=C3NC12)SC1=C5C=CC=C1)C=CC=C4 14H-benzo[c]benzo[4,5]thieno[2,3-a]carbazole